N-({7-bromoimidazo[1,2-a]pyridin-2-yl}methyl)-4-oxo-4H-pyrido[1,2-a]pyrimidine-2-carboxamide BrC1=CC=2N(C=C1)C=C(N2)CNC(=O)C=2N=C1N(C(C2)=O)C=CC=C1